4,8,26,30-Tetrathiatritriacontan-17-yl 3-(4-(2-(methyl(3-((triethylsilyl)oxy) propyl)amino)ethyl)-1,3-dioxolan-2-yl)propanoate CN(CCC1OC(OC1)CCC(=O)OC(CCCCCCCCSCCCSCCC)CCCCCCCCSCCCSCCC)CCCO[Si](CC)(CC)CC